tert-butyl 4-(4-(2,2-difluoroethoxy)-5-((7-fluoro-2-methyl-2H-indazol-5-yl)carbamoyl)pyrimidin-2-yl)piperazine-1-carboxylate FC(COC1=NC(=NC=C1C(NC1=CC2=CN(N=C2C(=C1)F)C)=O)N1CCN(CC1)C(=O)OC(C)(C)C)F